1-(4-(2-((4-fluoro-1-methylpyrrolidin-2-yl)methoxy)-7-(3-hydroxynaphthalen-1-yl)-5,6,7,8-tetrahydroquinazolin-4-yl)-3-methylpiperazin-1-yl)prop-2-en-1-one FC1CC(N(C1)C)COC1=NC=2CC(CCC2C(=N1)N1C(CN(CC1)C(C=C)=O)C)C1=CC(=CC2=CC=CC=C12)O